tert-butyl (2R,3S)-2,5-dimethyl-8-(methylsulfonyl)-4-oxo-2,3,4,5-tetrahydropyrido[3,2-b][1,4]oxazepin-3-ylcarbamate C[C@@H]1[C@@H](C(N(C2=C(O1)C=C(C=N2)S(=O)(=O)C)C)=O)NC(OC(C)(C)C)=O